(2-fluoro-6-trifluoromethylphenyl)-6-methylpyrimidine-2,4(1h,3h)-dione FC1=C(C(=CC=C1)C(F)(F)F)N1C(NC(C=C1C)=O)=O